ClC=1C=C2C=C(NC2=CC1C1=NC=C(N=C1)OC)CNC(N[C@@H]1[C@H](CC1)O)=O (1S,2S)-2-(3-{[5-chloro-6-(5-methoxy-2-pyrazinyl)-2-indolyl]methyl}ureido)cyclobutanol